BrC1=CC=CC=2N(C(NC21)=O)[C@H]2CC[C@H](CC2)C(=O)NC2=CC(=C(C=C2)F)C (cis)-4-(4-bromo-2-oxo-2,3-dihydro-1H-1,3-benzodiazol-1-yl)-N-(4-fluoro-3-methylphenyl)cyclohexane-1-carboxamide